2-hexylidenecyclopentan-1-one C(CCCCC)=C1C(CCC1)=O